O1COC2=C1C=CC(=C2)C2=NNC(=C2)C2=NC(=CC=C2)F 2-[3-(1,3-benzodioxol-5-yl)-1H-pyrazol-5-yl]-6-fluoropyridine